OCCN1C=2C=3C=CN=C(CCCCC(C(NC2C=N1)=O)C)C3 3-(2-hydroxyethyl)-9-methyl-3,4,7,15-tetraazatricyclo[12.3.1.02,6]Octadecan-1(18),2(6),4,14,16-pentaen-8-one